FC1=C(N=CC2=C1N=C(N=C2N2CCC(CC2)O)OCC21CCCN1CCC2)C2=CC=CC1=CC=CC(=C21)F 8-fluoro-7-(8-fluoronaphthalen-1-yl)-2-((hexahydro-1H-pyrrolizin-7a-yl)methoxy)pyrido[4,3-d]pyrimidin-4-ylpiperidin-4-ol